C1(CC1)C=1C(NC=2C=C(C=NC2C1)CN1C[C@H](C(=CC1)C=1C=NC(=CC1)C(=O)NC)C)=O (S)-1'-((7-cyclopropyl-6-oxo-5,6-dihydro-1,5-naphthyridin-3-yl)methyl)-N,3'-dimethyl-1',2',3',6'-tetrahydro-[3,4'-bipyridine]-6-carboxamide